ClC1=C(C=NN1C)C(CNC(=O)C1=NOC(=C1)C1=C(C=C(C=C1)F)F)C1=NC(=CC=C1)Cl N-[2-(5-chloro-1-methyl-pyrazol-4-yl)-2-(6-chloro-2-pyridyl)ethyl]-5-(2,4-difluorophenyl)isoxazole-3-carboxamide